C1(C(C(C1(F)F)(F)F)(F)F)(F)F The molecule is a fluorocarbon that is cyclobutane in which all eight hydrogens are replaced by fluorines. It has a role as a member of food packaging gas and a food propellant. It derives from a hydride of a cyclobutane.